BrC1=NN=C(S1)CN(C(OC(C)(C)C)=O)C tert-butyl ((5-bromo-1,3,4-thiadiazol-2-yl)methyl)(methyl)carbamate